NC1=C(N=CC(=N1)N1CCC2(CC1)C(C1CC1C2)N)SC2=C(C(=NC=C2)N)Cl 1'-(6-amino-5-((2-amino-3-chloropyridin-4-yl)thio)pyrazin-2-yl)spiro[bicyclo[3.1.0]hexane-3,4'-piperidin]-2-amine